(2S)-N-[(1S)-2-[(3S)-3-[[(7-bromo-2-quinolyl)-methyl-amino]carbamoyl]hexahydropyridazin-1-yl]-1-methyl-2-oxo-ethyl]-2-(2,2-dimethylbut-3-enylamino)-3-methyl-butanamide BrC1=CC=C2C=CC(=NC2=C1)N(C)NC(=O)[C@H]1NN(CCC1)C([C@H](C)NC([C@H](C(C)C)NCC(C=C)(C)C)=O)=O